CN(C(O)=O)CC1=C(C=CC(=C1)N1N=CC(=N1)C1=C(C=C(C=C1)C)C)C methyl-N-[[5-[4-(2,4-dimethylphenyl)triazol-2-yl]-2-methyl-phenyl]methyl]carbamic acid